FC1=C(C(=C(C=C1N1N=C(C=2N=C(N=CC21)N2CCC(CC2)OC)C)C(F)(F)F)F)O 2,6-Difluoro-3-(5-(4-methoxypiperidin-1-yl)-3-methyl-1H-pyrazolo[4,3-d]pyrimidin-1-yl)-5-(trifluoromethyl)phenol